({[(2R,3S,4R,5R)-5-(2-chloro-6-{[(1R)-1-phenylethyl]amino}-9H-purin-9-yl)-3,4-dihydroxyoxolan-2-yl]methoxy}methyl)phosphonic acid ClC1=NC(=C2N=CN(C2=N1)[C@H]1[C@@H]([C@@H]([C@H](O1)COCP(O)(O)=O)O)O)N[C@H](C)C1=CC=CC=C1